(4R)-4-(4,4-diethyl-2-imino-6-oxo-hexahydropyrimidin-1-yl)-N-[2-hydroxy-2-(trifluoromethyl)indan-1-yl]chromane-6-carboxamide C(C)C1(NC(N(C(C1)=O)[C@@H]1CCOC2=CC=C(C=C12)C(=O)NC1C(CC2=CC=CC=C12)(C(F)(F)F)O)=N)CC